N-(1-cyclopropyl-6-morpholinyl-2-(4-fluorophenyl)-5-benzimidazolyl)-5-(4-(3-trifluoromethylphenoxy)phenyl)-1,3,4-thiadiazol-2-amine C1(CC1)N1C(=NC2=C1C=C(C(=C2)NC=2SC(=NN2)C2=CC=C(C=C2)OC2=CC(=CC=C2)C(F)(F)F)N2CCOCC2)C2=CC=C(C=C2)F